(2S,3S,4R)-1-O-(α-D-galactosyl)-2-(N-tetracosanoylamino)-1,3,4-heptanetriol [C@H]1([C@H](O)[C@@H](O)[C@@H](O)[C@H](O1)CO)OC[C@@H]([C@@H]([C@@H](CCC)O)O)NC(CCCCCCCCCCCCCCCCCCCCCCC)=O